ClC1=C(C(=[N+](C=C1)[O-])C)C1=C(C=C(C=C1)NC([C@@H](NC(=O)C1=CC=NN1CC=O)C1CCCCC1)=O)F 4-chloro-3-(4-((S)-2-cyclohexyl-2-(1-(2-oxoethyl)-1H-pyrazole-5-carboxamido)acetamido)-2-fluorophenyl)-2-methylpyridine 1-oxide